ClC=1C=2C(N=C3N(C2C=CC1)C1=CC(=CC=C1C3(C)C)C3CCN(CC3)CC3CCC(CC3)CN3CCN(CC3)C3=CC(=C(C(=C3)F)C3CNCCC3)F)=O 3-(4-(4-(((1r,4r)-4-((4-(4-chloro-7,7-dimethyl-5-oxo-5,7-dihydroindolo[1,2-a]quinazolin-10-yl)piperidin-1-yl)methyl)cyclohexyl)methyl)piperazin-1-yl)-2,6-difluorophenyl)piperidine